ClC1=NC=C2N(C(N(C2=N1)C1CCN(CC1)C#N)=O)C 4-(2-chloro-7-methyl-8-oxo-7,8-dihydro-9H-purin-9-yl)piperidine-1-carbonitrile